C(C)C=1CC2=C(C3=CC=CC=C3C(=C2CC1)OC1=CC=CC=C1)OC(C=C)=O 2-ethyl-9-acryloyloxy-10-phenoxy-1,4-dihydroanthracene